2-(11-(phosphonomethyl)-1,4,8,11-tetraazabicyclo[6.6.3]heptadec-4-yl)acetic acid P(=O)(O)(O)CN1CCN2CCCN(CCN(CCC1)CCC2)CC(=O)O